OC1=C(C(OC12CCC(CC2)OCCN2CCN(CC2)CCOCC(=O)OC(C)(C)C)=O)C2=C(C=C(C=C2C)C)C tert-butyl 2-(2-(4-(2-(((5r,8r)-4-hydroxy-3-mesityl-2-oxo-1-oxaspiro[4.5]dec-3-en-8-yl)oxy)ethyl)piperazin-1-yl)ethoxy)acetate